N-(2-ethynylthiazol-4-yl)-3-(4-(1-methyl-1H-indazol-4-yl)phenyl)propanamide C(#C)C=1SC=C(N1)NC(CCC1=CC=C(C=C1)C1=C2C=NN(C2=CC=C1)C)=O